(4-(7-(benzyloxy)-6-methoxyquinazolin-4-yl)phenyl)-2-(4-(trifluoromethyl)phenyl)acetamide C(C1=CC=CC=C1)OC1=C(C=C2C(=NC=NC2=C1)C1=CC=C(C=C1)C(C(=O)N)C1=CC=C(C=C1)C(F)(F)F)OC